CC(=CC1C(C1(C)C)C(=O)OC(=O)C2C(C2(C)C)C=C(C)C)C Chrysanthemic anhydride